2-((6-((3-chloro-5-cyano-6-(4-fluoro-3,5-dimethylpiperidin-1-yl)pyridin-2-yl)amino)-2-oxo-1,2-dihydroquinolin-3-yl)oxy)-N-methylacetamide ClC=1C(=NC(=C(C1)C#N)N1CC(C(C(C1)C)F)C)NC=1C=C2C=C(C(NC2=CC1)=O)OCC(=O)NC